C(C(=C)C)(=O)OC(C1=C(C(=C(C(=C1F)F)F)F)F)(F)F perfluorobenzyl methacrylate